C(CCCCCCCCCCCCCCC)NC1=C(C=CC(=C1)[N+](=O)[O-])O 2-(N-hexadecylamino)-4-nitrophenol